[(1'-naphthyl)cyclopentadienyl]trimethylsilylmethylplatinum C1(=CC=CC2=CC=CC=C12)C1(C=CC=C1)[Pt]C[Si](C)(C)C